IC1=C(NC2=C1C(NCC2)=O)C2=C(C=NC=C2)OCC2N(CC21CCC1)C(=O)OC(C)(C)C tert-butyl 1-{[(4-{3-iodo-4-oxo-1H,5H,6H,7H-pyrrolo[3,2-c]pyridin-2-yl}pyridin-3-yl)oxy]methyl}-2-azaspiro[3.3]heptane-2-carboxylate